ClC1=CC(=C(C=C1)C1=NOC(=C1C1=NC=CC=C1CO)C1=C(C=C(C=C1)F)F)F (αR)-[3-(4-chloro-2-fluorophenyl)-5-(2,4-difluorophenyl)-1,2-oxazol-4-yl]-3-pyridinemethanol